N-ethyl-4-(1,2,3,4-tetrahydroquinoline-2-yl)benzamide C(C)NC(C1=CC=C(C=C1)C1NC2=CC=CC=C2CC1)=O